5-(quinoxalin-6-yl)-N-(cis-4-(trifluoromethoxy)cyclohexyl)pyrrolo[2,1-f][1,2,4]triazin-2-amine N1=CC=NC2=CC(=CC=C12)C=1C=CN2N=C(N=CC21)N[C@@H]2CC[C@@H](CC2)OC(F)(F)F